ClC(C(=O)Cl)C monochloropropionic chloride